2-(3,5-Dichloro-4-((2-(furan-3-yl)-4-methylquinolin-6-yl)oxy)phenyl)-3,5-dioxo-2,3,4,5-tetrahydro-1,2,4-triazine-6-carbonitrile ClC=1C=C(C=C(C1OC=1C=C2C(=CC(=NC2=CC1)C1=COC=C1)C)Cl)N1N=C(C(NC1=O)=O)C#N